C(C)(CC)N1C=CC=2C(=CC(=CC12)C=1C2=C(C(N(C1)C)=O)NC=C2)C(=O)NCC=2C(NC(=CC2C)C)=O (sec-butyl)-N-((4,6-dimethyl-2-oxo-1,2-dihydropyridin-3-yl)methyl)-6-(6-methyl-7-oxo-6,7-dihydro-1H-pyrrolo[2,3-C]pyridin-4-yl)-1H-indole-4-carboxamide